C12(CC3CC(CC(C1)C3)C2)CCN2CCN(CC2)C(=O)C2=NN(C(=C2C)C2=CC=C(C=C2)Cl)C2=C(C=C(C=C2)Cl)Cl (4-(2-((3r,5r,7r)-adamantan-1-yl)ethyl)piperazin-1-yl)(5-(4-chlorophenyl)-1-(2,4-dichloro-phenyl)-4-methyl-1H-pyrazol-3-yl)methanone